C(C1=CC=CC=C1)OC1=C(C=CC=C1)C1=CC(=C(N=N1)N)N1CC2CCC(C1)N2C=2C=NC(=CC2)OC2CCNCC2 6-(2-(benzyloxy)phenyl)-4-(8-(6-(piperidin-4-yloxy)pyridin-3-yl)-3,8-diazabicyclo[3.2.1]octan-3-yl)pyridazin-3-amine